CN1C([C@H]2NC[C@@H](NC3=NC=CC(C4=CC=CC5=NN(C(CCC1)=C45)C)=N3)C2)=O (8S,11S)-13,18-dimethyl-5,7,10,13,18,19,26-heptazapentacyclo[15.6.1.12,6.18,11.020,24]hexacosa-1(23),2(26),3,5,17(24),19,21-heptaen-12-one